FC1=C(OC2CCN(CC2)C2=NC=C(C=C2[N+](=O)[O-])COC)C=CC(=C1)F 2-(4-(2,4-difluorophenoxy)piperidin-1-yl)-5-(methoxymethyl)-3-nitropyridine